CCCCCCCCCCCCCCCCCCCCCCCCCCCC(=O)SCCNC(=O)CCNC(=O)[C@@H](C(C)(C)COP(=O)(O)OP(=O)(O)OC[C@@H]1[C@H]([C@H]([C@@H](O1)N2C=NC3=C(N=CN=C32)N)O)OP(=O)(O)O)O The molecule is an ultra-long-chain fatty acyl-CoA that results from the formal condensation of the thiol group of coenzyme A with the carboxy group of octacosanoic acid (montanic acid). It derives from an octacosanoic acid. It is a conjugate acid of a montanoyl-CoA(4-).